F[P-](F)(F)(F)(F)F hexafluoro-lambda5-phosphanuide